N-(4-(4-morpholino-7H-pyrrolo[2,3-d]pyrimidin-6-yl)phenyl)-2-(piperazin-1-ylmethyl)pyrimidin-5-amine O1CCN(CC1)C=1C2=C(N=CN1)NC(=C2)C2=CC=C(C=C2)NC=2C=NC(=NC2)CN2CCNCC2